ClC=1C=C(CN2C3=C(OC(C2=O)(C)C)C=CC(=C3)C(=O)NO)C=CC1Cl 4-(3,4-dichlorobenzyl)-N-hydroxy-2,2-dimethyl-3-oxo-3,4-dihydro-2H-benzo[b][1,4]oxazine-6-carboxamide